FC1=C(N)C=C(C(=C1)OC)OCC=1C=CC=C2C=C(C=NC12)C 2-fluoro-4-methoxy-5-[(3-methylquinolin-8-yl)methoxy]aniline